7-(4-bromo-3-chloro-benzoyl)-N-[[4-(cyanomethoxy)-2-fluoro-phenyl]methyl]-2-[4-(cyclopropoxy)phenyl]-3-oxo-6,8-dihydro-5H-imidazo[1,5-a]pyrazine-1-carboxamide BrC1=C(C=C(C(=O)N2CC=3N(CC2)C(N(C3C(=O)NCC3=C(C=C(C=C3)OCC#N)F)C3=CC=C(C=C3)OC3CC3)=O)C=C1)Cl